N1N=NC=C1CCCC(=O)N1CC(C1)C=1C=NC(=CC1)N1C[C@@H](CC1)C(F)(F)F |r| rac-4-(1H-triazol-5-yl)-1-[3-[6-[3-(trifluoromethyl)pyrrolidin-1-yl]-3-pyridinyl]azetidin-1-yl]butan-1-one